CS(=O)(=O)CCN1N=CC(=C1)C=1C2=C(N=CN1)NC=C2 4-[1-(2-Methanesulfonyl-ethyl)-1H-pyrazol-4-yl]-7H-pyrrolo[2,3-d]pyrimidine